2-(methyldiphenylsilyl)ethanol C[Si](CCO)(C1=CC=CC=C1)C1=CC=CC=C1